(R)-(4-(3-methyl-1H-pyrrolo[2,3-b]pyridin-4-yl)-3,4-dihydro-2H-1,4-thiazin-6-yl)(3-(methylamino)piperidin-1-yl)methanone CC1=CNC2=NC=CC(=C21)N2CCSC(=C2)C(=O)N2C[C@@H](CCC2)NC